N1(CCCCC1)C1=CC=CO1 5-(piperidin-1-yl)-furan